Cl.CC([C@@H](C(=O)OC)NC)(C)C methyl (S)-3,3-dimethyl-2-(methylamino)butanoate hydrochloride